(1S,4s)-4-(8-(2-chloro-6-fluorophenylamino)-2-((1R,3R,4R)-3-hydroxy-4-methylcyclohexylamino)-9H-purin-9-yl)cyclohexanecarboxamide ClC1=C(C(=CC=C1)F)NC=1N(C2=NC(=NC=C2N1)N[C@H]1C[C@H]([C@@H](CC1)C)O)C1CCC(CC1)C(=O)N